NC1=NC=2C=CC(=CC2C2=C1COC2)C(=O)N2[C@H](COCC2)C2=CC=C(C=C2)C(F)(F)F (4-amino-1,3-dihydrofuro[3,4-c]quinolin-8-yl)-[(3S)-3-[4-(trifluoromethyl)phenyl]morpholin-4-yl]methanone